(R)-2-((2-amino-1,5-naphthyridin-4-yl)amino)heptan-1-ol NC1=NC2=CC=CN=C2C(=C1)N[C@@H](CO)CCCCC